(2-(1H-indol-3-yl-2-d)-1H-imidazol-5-yl)(3,4,5-trimethoxyphenyl)methanone tert-butyl-((3-methyl-3H-diazirin-3-yl)methyl)carbamate C(C)(C)(C)N(C(O)=O)CC1(N=N1)C.N1C(=C(C2=CC=CC=C12)C=1NC(=CN1)C(=O)C1=CC(=C(C(=C1)OC)OC)OC)[2H]